[N+](=O)([O-])C1=NC=C(C=C1Br)Br 2-nitro-3,5-dibromopyridine